C(C)(C)(C)N1N=C(C=C1NC1=CC(=NC=C1)C#CC12CC(C1)(C2)NC(OC(C)(C)C)=O)[C@@H]2C[C@@H](CC2)O[Si](C)(C)C(C)(C)C tert-butyl (3-((4-((1-(tert-butyl)-3-((1S,3R)-3-((tert-butyldimethylsilyl)oxy)cyclopentyl)-1H-pyrazol-5-yl)amino)pyridin-2-yl)ethynyl)bicyclo[1.1.1]pentan-1-yl)carbamate